2-[5-[(1,3-Dihydro-1-oxo-2H-inden-2-ylidene)methyl]-2-furanyl]benzonitrile O=C1C(CC2=CC=CC=C12)=CC1=CC=C(O1)C1=C(C#N)C=CC=C1